F[C@H]1[C@@H]([C@H](N(C1=O)C=1C=C2C=NN(C2=CC1)C1=CC=C(C=C1)F)C1=CC=CC=C1)NC(=O)C1[CH+]C1 2-(((2R,3R,4S)-4-fluoro-1-(1-(4-fluorophenyl)-1H-indazol-5-yl)-5-oxo-2-phenylpyrrolidin-3-yl)carbamoyl)cyclopropan-1-ylium